(2R,4R)-tert-butyl 2-(1H-benzo[d]imidazol-2-yl)-4-(3-(4-cyanophenyl)ureido)piperidine-1-carboxylate N1C(=NC2=C1C=CC=C2)[C@@H]2N(CC[C@H](C2)NC(=O)NC2=CC=C(C=C2)C#N)C(=O)OC(C)(C)C